ClC=1C=C(C=C(C1CC1=C(C(=C(C=C1)O)C(C)C)F)Cl)CC(=O)O 2-(3,5-dichloro-4-(2-fluoro-4-hydroxy-3-isopropylbenzyl)phenyl)acetic acid